4-(3-(2,6-dichloro-3,5-dimethoxyphenyl)-2-oxo-7-(pyridin-2-ylamino)-3,4-dihydropyrimido[4,5-d]pyrimidin-1(2H)-yl)piperidine-1-carboxylic acid tert-butyl ester C(C)(C)(C)OC(=O)N1CCC(CC1)N1C(N(CC=2C1=NC(=NC2)NC2=NC=CC=C2)C2=C(C(=CC(=C2Cl)OC)OC)Cl)=O